1-chloro-3-(1-methyl-vinyl)benzene ClC1=CC(=CC=C1)C(=C)C